N-(3-(3-(3-fluoro-4-(3-isopropoxyphenoxy)phenyl)-2-oxo-2,3-dihydro-1H-imidazo[4,5-c]pyridin-1-yl)phenyl)acrylamide FC=1C=C(C=CC1OC1=CC(=CC=C1)OC(C)C)N1C(N(C2=C1C=NC=C2)C=2C=C(C=CC2)NC(C=C)=O)=O